[Cd].[Ag] Silver-cadmium